5-amino-3-(2-(4-(4-(azetidin-3-yloxy)-2-fluorophenyl)piperazin-1-yl)ethyl)-8-(furan-2-yl)thiazolo[5,4-e][1,2,4]triazolo[1,5-c]pyrimidin-2(3H)-one NC1=NC2=C(C=3N1N=C(N3)C=3OC=CC3)SC(N2CCN2CCN(CC2)C2=C(C=C(C=C2)OC2CNC2)F)=O